6-tertiary butyl-m-isopropyl-phenol C(C)(C)(C)C1=CC=C(C=C1O)C(C)C